N1=CC=CC2=CC=C3C(=C12)C3 cyclopropa[h]quinoline